FC1=C(CP(O)(O)=O)C(=C(C(=C1F)F)F)F 2,3,4,5,6-pentafluorobenzyl-phosphonic acid